6-(cyclohexylamino)-5-(6-methyl-7-oxo-6,7-dihydro-1H-pyrrolo[2,3-c]pyridin-4-yl)pyridine-3-sulfonamide C1(CCCCC1)NC1=C(C=C(C=N1)S(=O)(=O)N)C=1C2=C(C(N(C1)C)=O)NC=C2